CC1=CC(=NN1)NC=1C2=C(N=C(N1)NC1CC3CCC(C1)N3CCC#N)N(C=C2)S(=O)(=O)CC2=CC=CC=C2 3-((3-exo)-3-((4-((5-methyl-1H-pyrazol-3-yl)amino)-7-toluenesulfonyl-7H-pyrrolo[2,3-d]pyrimidin-2-yl)amino)-8-azabicyclo[3.2.1]octan-8-yl)propionitrile